ClC1=CC=C(C=C1)C1=C(C=CC(=C1)C)C1=NC=CC=C1 2-(4'-Chloro-5-methyl-[1,1'-biphenyl]-2-yl)pyridine